5-(3-(trifluoromethyl)phenyl)-N-(3-(2-morpholinopropyl)-1,2,4-thiadiazol-5-yl)thiophene-3-carboxamide FC(C=1C=C(C=CC1)C1=CC(=CS1)C(=O)NC1=NC(=NS1)CC(C)N1CCOCC1)(F)F